BrC1=C(C=C(C=C1O)O)C(\C=C\C=1OC=CC1)=O 1-(2-bromo-3,5-dihydroxyphenyl)-3-(furan-2-yl)-(2E)-2-propen-1-one